ClC1=CC=C(CN2C(=NN=C2C)C=2C=C3C(=NNC3=CC2)NC)C=C1 5-(4-(4-chlorobenzyl)-5-methyl-4H-1,2,4-triazol-3-yl)-N-methyl-1H-indazol-3-amine